(1-(3-chloro-2-fluorophenyl)propyl)cyclopropylamine ClC=1C(=C(C=CC1)C(CC)NC1CC1)F